O=C1N(CCC(N1)=O)C1=NN(C2=CC(=CC=C12)C1CCN(CC1)CC(CC=1C=C(C=CC1)S(=O)(=O)N1CCC(CC1)NC(OC(C)(C)C)=O)CC)C tert-butyl (1-((3-(2-((4-(3-(2,4-dioxotetrahydropyrimidin-1(2H)-yl)-1-methyl-1H-indazol-6-yl)piperidin-1-yl)methyl)-butyl)phenyl)sulfonyl)piperidin-4-yl)carbamate